NC=1C(=NC(=CN1)C=1C=NC(=CC1)F)C(=O)N[C@@H]1[C@H](CCC1)OCC1=CC=C(C=C1)C=1C=C2C(CN(C2=CC1)C1CCN(CC1)CCO)(C)C 3-amino-6-(6-fluoropyridin-3-yl)-N-{(1S,2S)-2-[(4-{1-[1-(2-hydroxyethyl)piperidin-4-yl]-3,3-dimethyl-2,3-dihydro-1H-indol-5-yl}phenyl)methoxy]cyclopentyl}pyrazine-2-carboxamide